ethyl 2-(6-(3,6-dihydro-2H-pyran-4-yl)-3-fluoropyridin-2-yl)acetate O1CCC(=CC1)C1=CC=C(C(=N1)CC(=O)OCC)F